FCS(=O)(=O)N[C@@H]1[C@@H](N(CC12CC2)C(=O)[C@@H]2OCC2)CC=2C(=C(C=C(C2)F)C2=C(C=CC(=C2)F)F)F 1-fluoro-N-((6S,7S)-5-((R)-oxetane-2-carbonyl)-6-((2,2',5,5'-tetrafluoro-[1,1'-biphenyl]-3-yl)methyl)-5-azaspiro[2.4]heptan-7-yl)methanesulfonamide